C(C)(C)(C)C=1C(=C(C=C(C1)CCCOC(C(=C)C)=O)N1N=C2C(=N1)C=CC(=C2)Cl)O 2-(3'-tert-Butyl-2'-hydroxy-5'-(3''-methacryloyloxypropyl)phenyl)-5-chlorobenzotriazol